5-chloro-3-methyl-2-[3-[(3R)-1-methyl-3-piperidyl]pyrido[2,3-b]pyrazin-6-yl]phenol ClC=1C=C(C(=C(C1)O)C=1C=CC=2C(=NC(=CN2)[C@H]2CN(CCC2)C)N1)C